O=C1NC2=C(OCC1)C=CC=C2 4-oxo-2,3,4,5-tetrahydrobenzo[b][1,4]oxazepine